2-methyl-3,4-dihydroisoquinoline-1(2H)-one CN1C(C2=CC=CC=C2CC1)=O